CCC(C)(C)C(C)CC[C@@H](C)[C@H]1CC[C@@H]2[C@@]1(CC[C@H]3[C@H]2C[C@@H]([C@@H]4[C@@]3(C[C@@H]([C@H](C4)OS(=O)(=O)O)OS(=O)(=O)O)C)OS(=O)(=O)O)C The molecule is a steroid sulfate with anti-HIV activity. It has a role as an anti-HIV-1 agent, an anti-HIV-2 agent and a metabolite. It is a conjugate acid of a halistanol sulfate F(3-).